FC=1C(=[N+](C=CC1)S(=O)(=O)[O-])CCCCCCCCCCC fluoro-undecyl-pyridiniumsulfonate